FCC1CN(C1)CCOC1=CC=C(C=C1)[C@@H]1OC2=CC=C(C=C2C(=C1C1=CC(=CC=C1)O)C)O (2S)-2-(4-{2-[3-(fluoromethyl)-1-azetidinyl]ethoxy}phenyl)-3-(3-hydroxyphenyl)-4-methyl-2H-chromen-6-ol